C(C1=CC=CC=C1)OC(=O)NC1=CC=C(C=C1)N1N=C(C(=C1)NC(=O)C=1N=C(OC1)C1=CC(=NC=C1)N(C(OC(C)(C)C)=O)CC1CC1)C(N)=O tert-butyl N-[4-[4-[[1-[4-(benzyloxycarbonylamino)phenyl]-3-carbamoyl-pyrazol-4-yl]carbamoyl]oxazol-2-yl]-2-pyridyl]-N-(cyclopropylmethyl)carbamate